O=C1NC2(C(N1)=S)CN(CCC2)C(=O)OCC2=CC=CC=C2 benzyl 2-oxo-4-thioxo-1,3,7-triazaspiro[4.5]decane-7-carboxylate